1-bromo-4-chloro-2,7-dimethoxy-6(5H)-phenanthridinone BrC1=C(C=C(C=2NC(C3=C(C=CC=C3C12)OC)=O)Cl)OC